sodium 4-((1-methylpiperidin-4-yl)amino)-1-(2,2,2-trifluoroethyl)-1H-indole-2-carboxylate CN1CCC(CC1)NC1=C2C=C(N(C2=CC=C1)CC(F)(F)F)C(=O)[O-].[Na+]